OCC(CO)NC(=O)C1=CC2=CC3=CC4=CC=CC=C4C=C3C(=C2C=C1)C1=CC=C(C=C1)C(F)(F)F N-(1,3-dihydroxypropane-2-yl)-5-(4-(trifluoromethyl)phenyl)-2-naphthacenecarboxamide